CN1N=C(C2=C1C(N(CC2)CC2(CC2)S(=O)(=O)C2(CC2)C)=O)C(=O)OCC ethyl 1-methyl-6-((1-((1-methylcyclopropyl) sulfonyl) cyclopropyl) methyl)-7-oxo-4,5,6,7-tetrahydro-1H-pyrazolo[3,4-c]pyridine-3-carboxylate